2-[5-methyl-3-({[(2R)-morpholin-2-yl]methyl}amino)-1,2,4-Triazin-6-yl]-5-(trifluoromethyl)phenol CC=1N=C(N=NC1C1=C(C=C(C=C1)C(F)(F)F)O)NC[C@H]1CNCCO1